4-[(2R)-3-(3,4-dihydro-1H-isoquinolin-2-yl)-2-hydroxy-propyl]-8-[(3R)-1-(oxetan-3-yl)pyrrolidin-3-yl]oxy-2,3-dihydro-1,4-benzoxazepin-5-one C1N(CCC2=CC=CC=C12)C[C@H](CN1CCOC2=C(C1=O)C=CC(=C2)O[C@H]2CN(CC2)C2COC2)O